(S)-3-((4-bromophenyl)amino)butanamide BrC1=CC=C(C=C1)N[C@H](CC(=O)N)C